FC1=C(C=CC=2OCOC21)C=2C=C1C(=NC2)N(N=C1NC(=O)C1(CCC1)C)CCC(C)(C)O N-(5-(4-fluorobenzo[d][1,3]dioxol-5-yl)-1-(3-hydroxy-3-methylbutyl)-1H-pyrazolo[3,4-b]pyridin-3-yl)-1-methylcyclobutane-1-carboxamide